FC(OC1=CN=CC=2N=C(N=C(C21)N2CCC1(CCN(C1)C(=O)OC(C)(C)C)CC2)C2=CC=NC=C2)F tert-butyl 8-(5-(difluoromethoxy)-2-(pyridin-4-yl) pyrido[3,4-d]pyrimidin-4-yl)-2,8-diazaspiro[4.5]decane-2-carboxylate